ClC=1C=C(C(=NC1)OC1=CC=C2C(=N1)N(C(=N2)C(=O)NC2(CCS(CC2)(=O)=O)C)C)OCC(F)F 5-((5-chloro-3-(2,2-difluoroethoxy)pyridin-2-yl)oxy)-3-methyl-N-(4-methyl-1,1-dioxidotetrahydro-2H-thiopyran-4-yl)-3H-imidazo[4,5-b]pyridine-2-carboxamide